(S)-2-amino-1-(4-(3-(2-methoxypyridin-3-yl)pyrazolo[1,5-a]pyrimidin-5-yl)piperazin-1-yl)-3-methylbutan-1-one N[C@H](C(=O)N1CCN(CC1)C1=NC=2N(C=C1)N=CC2C=2C(=NC=CC2)OC)C(C)C